FC(OC1=CC(=NN1)N1N=CC=2C1=NC=CN2)F N-(5-(difluoromethoxy)-1H-pyrazol-3-yl)-1H-pyrazolo[3,4-b]Pyrazine